FC(OC1=CC=C(C=C1)C1=CN=C2N1C=CN=C2NC2=CC(=C(C=C2)C(=O)C2NCCC(C2)N2CCN(CC2)C)C)F (4-((3-(4-(difluoromethoxy)phenyl)imidazo[1,2-a]pyrazin-8-yl)amino)-2-methylphenyl)(4-(4-methylpiperazin-1-yl)piperidin-2-yl)methanone